C(C)(C)(C)OC(C1=CC=C(C=C1)N1C2=C(OCC1)C=C(S2)C(=O)N2CCCCC2)=O 4-(6-(piperidine-1-carbonyl)-2,3-dihydro-4H-thieno[3,2-b][1,4]oxazin-4-yl)benzoic acid tert-butyl ester